CN(CC(C1=CC(=CC(=C1)I)F)N1C(C=C(C=C1)C1=CN(C2=NC=C(C=C21)N2CCOCC2)S(=O)(=O)C2=CC=C(C)C=C2)=O)C 1-(2-(Dimethylamino)-1-(3-fluoro-5-iodophenyl)ethyl)-4-(5-morpholino-1-tosyl-1H-pyrrolo[2,3-b]pyridin-3-yl)pyridin-2(1H)-one